7-methoxy-2-[(1r,2r)-2-(1,2,3,4-tetrahydroisoquinolin-6-yl)cyclopropyl]-1,10b-dihydro[1,2,4]triazolo[1,5-c]quinazolin-5-amine COC1=CC=CC=2C3N(C(=NC12)N)N=C(N3)[C@H]3[C@@H](C3)C=3C=C1CCNCC1=CC3